2-(trans-4-(dimethylamino)cyclohexyl)-7-(4-fluorophenyl)-2,4-dimethyl-N-((6-methyl-4-(methylthio)-2-oxo-1,2-dihydropyridin-3-yl)methyl)benzo[d][1,3]dioxole-5-carboxamide CN([C@@H]1CC[C@H](CC1)C1(OC2=C(O1)C(=CC(=C2C)C(=O)NCC=2C(NC(=CC2SC)C)=O)C2=CC=C(C=C2)F)C)C